anti-beta-farnesene CCC(=C)CC\C=C(/C)\CCC=C(C)C